5-amino-3-mercapto-1,2,4-triazole NC1=NC(=NN1)S